(3-((1R,5S,6S)-6-((3-ethoxy-3-oxo-1-phenylpropyl)amino)-3-azabicyclo[3.1.0]hex-3-yl)propyl)-3,4-dihydro-1,8-naphthyridine-1(2H)-carboxylic acid tert-butyl ester C(C)(C)(C)OC(=O)N1C(CCC2=CC=CN=C12)CCCN1C[C@@H]2C([C@@H]2C1)NC(CC(=O)OCC)C1=CC=CC=C1